FC(C(=O)O)(F)F.N1CC(C1)C1=NSC(=N1)C1=C(C=C(C=C1)Cl)Cl 3-(azetidin-3-yl)-5-(2,4-dichlorophenyl)-1,2,4-thiadiazole (trifluoroacetate)